CS(=O)(=O)OC[C@H]1N(CCC1)C(=O)OCC1=CC=CC=C1 benzyl (2S)-2-(methylsulfonyloxymethyl)pyrrolidine-1-carboxylate